O=C(C=C)C.[Na] sodium 3-oxobut-1-en